ClC1=C(C=C(C(=C1)F)C(NC1CC1)=O)C=1C=NN(C1)C1=CN=C(S1)C(=O)NC 5-{4-[2-chloro-5-(cyclopropylcarbamoyl)-4-fluorophenyl]-1H-pyrazol-1-yl}-N-methyl-1,3-thiazole-2-carboxamide